4-chloro-5-(5-methoxypyridin-3-yl)-2-(2-methylpyridin-4-yl)-1H-indole ClC1=C2C=C(NC2=CC=C1C=1C=NC=C(C1)OC)C1=CC(=NC=C1)C